Di-ethyl-aminopyridine C(C)C1=C(C(=NC=C1)N)CC